COC(C1=NC=C(C=C1OCC1=CC=CC=C1)C1=CC2=CC=CC=C2C=C1)=O 3-(Benzyloxy)-5-(naphthalen-2-yl)picolinic acid methyl ester